7-fluoro-2-hydroxy-3-(tetrahydro-2H-pyran-4-yl)cyclohepta-2,4,6-trien-1-one FC1=CC=CC(=C(C1=O)O)C1CCOCC1